racemic-3-acetylmercapto-2-methylpropionic acid C(C)(=O)SC[C@@H](C(=O)O)C |r|